NCCCN1CCN(CC1)C1=CC=C(C=C1)C1C(NC(CC1)=O)=O 3-(4-(4-(3-Aminopropyl)piperazin-1-yl)phenyl)piperidine-2,6-dione